1-(2,2-difluoroethyl)-2-(3,4-dimethoxyphenyl)-6-(1'-isopropyl-[1,4'-bipiperidin]-4-yl)-1H-benzo[d]imidazole FC(CN1C(=NC2=C1C=C(C=C2)C2CCN(CC2)C2CCN(CC2)C(C)C)C2=CC(=C(C=C2)OC)OC)F